tert-butyl 5-methoxy-4-((1-(4-(methoxycarbonyl)phenyl)-2-azaspiro[3.3]heptan-2-yl)methyl)-7-methyl-1H-indole-1-carboxylate COC=1C(=C2C=CN(C2=C(C1)C)C(=O)OC(C)(C)C)CN1C(C2(C1)CCC2)C2=CC=C(C=C2)C(=O)OC